C1(CC1)OC1=CC=C(C=N1)CN1C2CN(CC1C2)C2=CC=C(C=N2)C=2C=1N(C=C(C2)C#CC(C)(C)O)N=CC1C#N 4-(6-(6-((6-Cyclopropoxypyridin-3-yl)methyl)-3,6-diazabicyclo[3.1.1]heptan-3-yl)pyridine-3-yl)-6-(3-hydroxy-3-methylbut-1-yn-1-yl)pyrazolo[1,5-a]pyridine-3-carbonitrile